OCC1CNCCO1 2-(hydroxymethyl)-morpholin